1-(3-Fluoro-5-methyl-sulfonyl-pyridin-2-yl)-7-methoxy-3-methyl-8-(1-methyl-1H-pyrazol-4-yl)-1H,2H,3H-imidazo-[4,5-c]quinolin-2-one FC=1C(=NC=C(C1)S(=O)(=O)C)N1C(N(C=2C=NC=3C=C(C(=CC3C21)C=2C=NN(C2)C)OC)C)=O